dimethyl-5-[(2S,6R)-2-(1-cyclopropylpyrazol-4-yl)-6-methyl-morpholin-4-yl]thiazolo[4,5-d]pyrimidin-2-amine CN(C=1SC2=C(N=C(N=C2)N2C[C@@H](O[C@@H](C2)C)C=2C=NN(C2)C2CC2)N1)C